(S)-tert-butyl 3-methyl-6-(3-(pyridin-3-yloxy)phenyl)-3,4-dihydropyridine-1(2H)-carboxylate C[C@@H]1CN(C(=CC1)C1=CC(=CC=C1)OC=1C=NC=CC1)C(=O)OC(C)(C)C